3-(2,4,4'-trifluoro-2',6'-dimethyl-5-(trifluoromethyl)-[1,1'-biphenyl]-3-yl)propanoic acid FC1=C(C=C(C(=C1CCC(=O)O)F)C(F)(F)F)C1=C(C=C(C=C1C)F)C